O1CCCC2=CC(=CC=C12)CNC(N(C[C@@H]1N(CCC1)C)CC1=CC=C(C=C1)F)=O (R)-3-(chroman-6-ylmethyl)-1-(4-fluorophenylmethyl)-1-((1-methylpyrrolidin-2-yl)methyl)urea